COC1=C(C(=O)NC=2OC=C(N2)C2=CC=C(C=C2)C(F)(F)F)C=C(C=C1)OC 2,5-dimethoxy-N-(4-(4-(trifluoromethyl)phenyl)oxazol-2-yl)benzamide